hexyl-ethylene glycol C(CCCCC)C(CO)O